2-methyl-1-phenyl-propan-2-ol CC(CC1=CC=CC=C1)(C)O